4-(4-((1-ethylpiperidin-3-yl)methoxy)-7-(pyridin-3-yl)-6,7-dihydro-5H-pyrrolo[2,3-d]pyrimidin-2-yl)morpholine C(C)N1CC(CCC1)COC=1C2=C(N=C(N1)N1CCOCC1)N(CC2)C=2C=NC=CC2